N-(3-chlorophenyl)-N-(4-(5-(difluoromethyl)-1,3,4-oxadiazol-2-yl)benzyl)-1-(1-(2-hydroxyacetyl)azetidin-3-yl)piperidine-4-sulfonamide ClC=1C=C(C=CC1)N(S(=O)(=O)C1CCN(CC1)C1CN(C1)C(CO)=O)CC1=CC=C(C=C1)C=1OC(=NN1)C(F)F